BrC=1C=CC(=C(C1)O)C=1C=2N(C(=NN1)N[C@H]1CN(CCC1)C)C=CC2 (R)-5-Bromo-2-(4-((1-methylpiperidin-3-yl)amino)pyrrolo[1,2-d][1,2,4]triazin-1-yl)phenol